NC1=NC=C(C2=C1C=NN2COCC[Si](C)(C)C)NC(C(=O)N2[C@H](CC[C@@H](C2)C)C2=CC(=CC=C2)OC[C@H](C)N(C)C)=O N-(4-amino-1-((2-(trimethylsilyl)ethoxy)methyl)-1H-pyrazolo[4,3-c]pyridin-7-yl)-2-((2R,5S)-2-(3-((S)-2-(dimethylamino)propoxy)phenyl)-5-methylpiperidin-1-yl)-2-oxoacetamide